C1(=CC=CC=C1)C1=NC(=NC(=N1)C1=CC=CC=C1)C1=CC=C(C=C1)N1C2=CC=C(C=C2C=2C=C(C=CC12)N1C2=CC=CC=C2C=2C=CC=CC12)N1C2=CC=CC=C2C=2C=CC=CC12 9'-(4-(4,6-diphenyl-1,3,5-triazin-2-yl)phenyl)-9'H-9,3':6',9''-tercarbazole